4-[(6S)-2,3,6,9-tetramethyl-6H-thieno[3,2-f][1,2,4]triazolo[4,3-a][1,4]diazepin-4-yl]phenol CC1=C(C=2C(=N[C@H](C=3N(C2S1)C(=NN3)C)C)C3=CC=C(C=C3)O)C